6-(1-cyclopropyl-pyrazol-4-yl)-3-iodo-pyrrolo[1,5-a]pyrimidine C1(CC1)N1N=CC(=C1)C1=CC=C2N1C=C(C=N2)I